CO[B-](C#N)(C#N)C#N.[Na+] sodium methoxy-tricyanoborate